C(CC(O)(C(=O)[O-])CC(=O)[O-])(=O)OO hydroxy citrate